C(C)C(C(=O)[O-])CCCC.[Sn+2].C(C)C(C(=O)[O-])CCCC stannous 2-ethyl-hexanoate